5-[(2-Chloroethoxy)methyl]-1,3,4-oxadiazole-2(3H)-thione ClCCOCC1=NNC(O1)=S